4-methyl-7-nitrofuro[3,2-c]pyridine CC1=NC=C(C2=C1C=CO2)[N+](=O)[O-]